COC=1C=C(CN(C2=CC(=CC=C2)OCC2=CC(=CC=C2)OC)CC2=CC(=CC=C2)OC)C=CC1 N,N-bis(3-methoxybenzyl)-3-((3-methoxybenzyl)oxy)aniline